(2S)-N-(4-chlorobenzyl)-N-(1,1-difluorospiro[2.5]octan-6-yl)-1-((R)-N,4-dimethylphenylsulfonimidoyl)pyrrolidine-2-carboxamide ClC1=CC=C(CN(C(=O)[C@H]2N(CCC2)[S@](=O)(=NC)C2=CC=C(C=C2)C)C2CCC3(CC3(F)F)CC2)C=C1